FC(C(=O)O)(F)F.FC(C(=O)O)(F)F.CN methylamine bis-trifluoroacetate